OC1=C(C=C(C(=O)OCC(=CCOC2OC(C(C(C2O)O)O)CO)C#N)C=C1)OC [2-cyano-4-[3,4,5-trihydroxy-6-(hydroxymethyl)oxan-2-yl]oxybut-2-enyl] 4-hydroxy-3-methoxybenzoate